1-(3-chloro-2-fluorobenzyl)-4-((4-cyclobutyl-3-fluoro-6-((5-meth-yl-1H-pyrazol-3-yl)amino)pyridin-2-yl)methyl)piperidine-4-carboxylic acid ClC=1C(=C(CN2CCC(CC2)(C(=O)O)CC2=NC(=CC(=C2F)C2CCC2)NC2=NNC(=C2)C)C=CC1)F